C[C@@H](C#C)OC=1N=CC(=NC1)/C(=C/C=1C=CC(=C(C1)[C@@]12N=C(SC[C@@H]1CN(C2)C2=NC=C(C=N2)F)N)F)/F (4aR,7aS)-7a-(5-((Z)-2-(5-((S)-But-3-yn-2-yloxy)pyrazin-2-yl)-2-fluorovinyl)-2-fluorophenyl)-6-(5-fluoropyrimidin-2-yl)-4,4a,5,6,7,7a-hexahydropyrrolo[3,4-d][1,3]thiazin-2-amin